(1R,3S)-3-(3-{[(2-methyl-2H-1,2,3-triazol-4-yl)-acetyl]amino}-1H-pyrazol-5-yl)cyclopentyl (3,3,3-trifluoropropyl)carbamate FC(CCNC(O[C@H]1C[C@H](CC1)C1=CC(=NN1)NC(CC1=NN(N=C1)C)=O)=O)(F)F